FC(C=1C=CC=C2C=CC=C(C12)C1=C(C=2N=C(N=C(C2C=N1)N1CC(CCC1)CS(=O)(=O)N)OCC12CCCN2CCC1)F)F 1-(1-(7-(8-(difluoromethyl)naphthalen-1-yl)-8-fluoro-2-((hexahydro-1H-pyrrolizin-7a-yl)methoxy)pyrido[4,3-d]pyrimidin-4-yl)piperidin-3-yl)methanesulfonamide